C(C)C=1C=C(NC=2C=3N(C=CN2)C(=CN3)C=3C(=NN(C3)CC#N)C(F)(F)F)C=CC1C(=O)N1CCC(CC1)(CNC)O 2-[4-[8-[3-ethyl-4-[4-hydroxy-4-(methylaminomethyl)piperidine-1-carbonyl]anilino]imidazo[1,2-a]pyrazin-3-yl]-3-(trifluoromethyl)pyrazol-1-yl]acetonitrile